N-2-hydroxyethylpiperazine C1CN(CCN1)CCO